2,2'-(1,4-phenylene)bis[4H-3,1-benzoxazin-4-one] C1(=CC=C(C=C1)C1=NC2=C(C(O1)=O)C=CC=C2)C2=NC1=C(C(O2)=O)C=CC=C1